(1R,3R,5R)-N-((R)-(4-chloro-2,5-difluorophenyl)(3-oxetanyl)methyl)-2-((2-(2-propanyl)-4-pyridinyl)carbonyl)-2-azabicyclo[3.1.0]hexane-3-carboxamide ClC1=CC(=C(C=C1F)[C@H](NC(=O)[C@@H]1N([C@@H]2C[C@@H]2C1)C(=O)C1=CC(=NC=C1)C(C)C)C1COC1)F